CN(CCC=1C(=CC(N(C1)C(C(=O)N[C@@H](CC(=O)O)C=1C=C(C=C(C1F)C)C1=C(C=C(C=C1C)C)C)CC(C)C)=O)C)C (3S)-3-(2-(5-(2-(dimethylamino)ethyl)-4-methyl-2-oxopyridin-1(2H)-yl)-4-methylpentanamido)-3-(4-fluoro-2',4',5,6'-tetramethyl-[1,1'-biphenyl]-3-yl)propanoic acid